2,3-di(2'-hydroxyethyl)-cyclohexan OCCC1CCCCC1CCO